Di-tert-butyl (2S,4R)-4-(aminomethyl)pyrrolidine-1,2-dicarboxylate NC[C@H]1C[C@H](N(C1)C(=O)OC(C)(C)C)C(=O)OC(C)(C)C